4-vinyl-{3-sulfopropyl}pyridinium C(=C)C1=CC=[N+](C=C1)CCCS(=O)(=O)O